5-bromo-1-(2,2-difluoroethyl)-3-ethyl-1,3-dihydro-2H-imidazo[4,5-b]pyrazin-2-one BrC=1N=C2C(=NC1)N(C(N2CC)=O)CC(F)F